ClC1=C(C=CC(=C1)NC1=NC=NC2=CC(=C3C(=C12)OCCO3)OC)NC(=O)NC3=CC=CC=C3 1-(2-chloro-4-((5-methoxy-2,3-dihydro-[1,4]dioxino[2,3-f]quinazolin-10-yl)amino)phenyl)-3-phenylurea